1-(4-methoxyphenyl)-1H-phenanthro[9,10-d]Imidazole COC1=CC=C(C=C1)N1C=NC2=C1C1=CC=CC=C1C=1C=CC=CC12